FCCCCSC(C(=O)C1=CC=CC=C1)=C(SC)SC 2-((4-Fluorobutyl)thio)-3,3-bis(methylthio)-1-phenylprop-2-en-1-one